(4-nitro-1H-pyrazol-1-yl)piperidine hydrochloride Cl.[N+](=O)([O-])C=1C=NN(C1)N1CCCCC1